COC(C1=C(C=C(C=C1F)O)F)=O 2,6-difluoro-4-hydroxy-benzoic acid methyl ester